iminotyrosine N=N[C@@H](CC1=CC=C(C=C1)O)C(=O)O